4-((2-hydroxyethyl)sulphonamido)-2-(6-azaspiro[2.5]oct-6-yl)benzoic acid OCCS(=O)(=O)NC1=CC(=C(C(=O)O)C=C1)N1CCC2(CC2)CC1